COC(=O)C1=CC2=C(OC(C(N2C)=O)C(C)C)C=C1N 7-amino-2-isopropyl-4-methyl-3-oxo-3,4-dihydro-2H-benzo[b][1,4]oxazine-6-carboxylic acid methyl ester